(Z)-N-(2-(Diethylamino)ethyl)-5-((5-(2-methoxyethyl)-2-oxoindolin-3-ylidene)methyl)-2,4-dimethyl-1H-pyrrole-3-carboxamide C(C)N(CCNC(=O)C1=C(NC(=C1C)\C=C\1/C(NC2=CC=C(C=C12)CCOC)=O)C)CC